C1(CC1)C[C@H]1C[C@@H]2[C@H](N([C@H]1CC2)C(=O)OC(C)(C)C)C(=O)OCC2=CC=CC=C2 3-benzyl 2-tert-butyl (1S,3S,4R,6S)-6-(cyclopropylmethyl)-2-azabicyclo[2.2.2]octane-2,3-dicarboxylate